butyl O4-methyl 4-allylpiperidine-1,4-dicarboxylate C(C=C)C1(CCN(CC1)C(=O)OCCCC)C(=O)OC